CC=1C(C(C(C1)(C)C)C(=O)[O-])=O 3,5,5-TRIMETHYL-2-OXO-3-CYCLOPENTEN-1-CARBOXYLAT